N(=NC(C#N)(C)C1CC1)C(C#N)(C)C1CC1 2,2'-azobis(2-cyclopropyl-propionitrile)